(R)-6-(6-chloro-1H-pyrrolo[2,3-b]pyridin-4-yl)-7-methyl-4-(6-(methyl-sulfonyl)-1,6-diazaspiro[3.3]heptan-1-yl)-5,6,7,8-tetrahydropyrido[4,3-d]pyrimidine ClC1=CC(=C2C(=N1)NC=C2)N2CC1=C(N=CN=C1N1CCC13CN(C3)S(=O)(=O)C)C[C@H]2C